diiodo-palladium dichloride I[Pd](I)(Cl)Cl